O-propynyl-adenosine C(#CC)O[C@H]1[C@@H](O[C@@H]([C@H]1O)CO)N1C=NC=2C(N)=NC=NC12